OC(C(=O)O)(O)O dihydroxyglycolic acid